C(CCCCCCCC)OCOCCCC(C)I 4-iodopentyl nonyloxymethyl ether